ethyl 2-bromo-3-(2-((tert-butyldiphenylsilyl)oxy)ethyl)-4-methoxybenzo[b]thiophene-6-carboxylate BrC1=C(C2=C(S1)C=C(C=C2OC)C(=O)OCC)CCO[Si](C2=CC=CC=C2)(C2=CC=CC=C2)C(C)(C)C